11-(3,4-Dichlorobenzoyl)-N-ethyl-5,6,9,10,11,12-hexahydro-4H-[1,2]oxazolo[3,4-c]pyrido-[4',3':3,4]pyrazolo[1,5-a]azepine-5-carboxamide ClC=1C=C(C(=O)N2CC=3C(=NN4C3C=3C(CC(C4)C(=O)NCC)=CON3)CC2)C=CC1Cl